3-(CBZ-AMINO)-5-FLUOROPHENYLBORONIC ACID C(=O)(OCC1=CC=CC=C1)NC=1C=C(C=C(C1)F)B(O)O